N-(3-acryl-2-hydroxypropyl)-3-aminopropyl-triethoxysilane C(=O)(C=C)CC(CNCCC[Si](OCC)(OCC)OCC)O